4-[(1S)-1-[[4-[6-(cyclohexylmethoxy)-2-pyridinyl]tetrahydropyran-4-carbonyl]amino]ethyl]benzoic acid C1(CCCCC1)COC1=CC=CC(=N1)C1(CCOCC1)C(=O)N[C@@H](C)C1=CC=C(C(=O)O)C=C1